9-bromo-3-chloro-5-(2,6-difluorophenyl)-6H-pyrazolo[1,5-a][1,3,5]benzotriazepine BrC1=CC2=C(NC(=NC=3N2N=CC3Cl)C3=C(C=CC=C3F)F)C=C1